5-(tert-butyl)-1H-oxazole C(C)(C)(C)C1=CN=CO1